5-bromothiophene-2-carbaldehyde BrC1=CC=C(S1)C=O